NC1=CC(=C(OC=2C=C3CCN(C(C3=CC2)=O)CC2=CC(=CC=C2)C(F)(F)F)C(=C1)Cl)Cl 6-(4-amino-2,6-dichlorophenoxy)-2-(3-(trifluoromethyl)benzyl)-3,4-dihydroisoquinolin-1(2H)-one